FC(C(=O)O)(F)F.FC(C(=O)O)(F)F.FC(C(=O)O)(F)F.FC(C1=NC(=CC=C1OC[C@](CC(C)C)(N)C)C1=CNC2=NC=CC(=C21)OC)F (S)-1-{[2-(difluoromethyl)-6-(4-methoxy-1H-pyrrolo[2,3-b]pyridin-3-yl)pyridin-3-yl]oxy}-2,4-dimethylpentan-2-amine tristrifluoroacetate